C(CCCCCC)(=O)[O-].[Fe+2].C(CCCCCC)(=O)[O-] iron enanthoate